((2-(((3S,6S,9aS)-3-(8-acetyl-5-oxa-2,8-diazaspiro[3.5]nonane-2-carbonyl)-5-oxooctahydro-1H-pyrrolo[1,2-a]azepin-6-yl)carbamoyl)benzo[b]thiophen-5-yl)fluoromethyl)phosphonic acid C(C)(=O)N1CCOC2(CN(C2)C(=O)[C@@H]2CC[C@H]3N2C([C@H](CCC3)NC(=O)C3=CC2=C(S3)C=CC(=C2)C(F)P(O)(O)=O)=O)C1